C1(CC1)[C@H]1N(CCN(C1)C1=C2C(=NC=C1)N(CC2)C(NC=2C(=CC=1N(C2)C=C(N1)C)F)=O)C(=O)OC(C)(C)C tert-butyl (R)-2-cyclopropyl-4-(1-((7-fluoro-2-methylimidazo[1,2-a]pyridin-6-yl)carbamoyl)-2,3-dihydro-1H-pyrrolo[2,3-b]pyridin-4-yl)piperazine-1-carboxylate